CC=CC(=O)[SiH](OCC)OCC methylacryldiethoxysilane